NC1=C(C=O)C(=CC=N1)C(F)(F)F 2-AMINO-4-(TRIFLUOROMETHYL)NICOTINALDEHYDE